C(CCCCCCCCCCC\C=C/CCCCCCCC)(=O)O.C([C@H](O)[C@@H](O)[C@H](O)CO)O xylitol erucate